OC(=O)C(F)(F)F.[N+](#[C-])C=1C=C2C(=NC1)N=C(N2)C2(CCC2)C=2C=C1CCCNC1=CC2 6-(1-(6-isocyano-1H-imidazo[4,5-b]pyridin-2-yl)cyclobutyl)-1,2,3,4-tetrahydroquinoline TFA salt